C(C)(C)(C1CCC(CC1)N=C=O)C1CCC(CC1)N=C=O isopropylidenebis(4-isocyanatocyclohexane)